N-(bis(4-(tributylsilyl)phenyl)phosphaneyl)-N-cyclohexyl-1-(2-(methylthio)phenyl)-1-(4-(tributylsilyl)phenyl)phosphanamine C(CCC)[Si](C1=CC=C(C=C1)P(N(P(C1=CC=C(C=C1)[Si](CCCC)(CCCC)CCCC)C1=C(C=CC=C1)SC)C1CCCCC1)C1=CC=C(C=C1)[Si](CCCC)(CCCC)CCCC)(CCCC)CCCC